NC1CCN(CC1)C(=O)N 4-aminopiperidinamide